N(=[N+]=[N-])CCOC=1C=C2CCC(C2=CC1)N(CCCC1=CC=CC=C1)C 5-(2-azidoethoxy)-N-methyl-N-(3-phenylpropyl)-2,3-dihydro-1H-inden-1-amine